5,5'-undecamethylenebis[1-(4-vinylbenzyl)-1H-tetrazole] C(=C)C1=CC=C(CN2N=NN=C2CCCCCCCCCCCC2=NN=NN2CC2=CC=C(C=C2)C=C)C=C1